4-(6-methoxy-7-(1H-pyrrol-3-yl)quinazolin-4-yl)-1,4-diazacycloheptane-1-sulfonamide COC=1C=C2C(=NC=NC2=CC1C1=CNC=C1)N1CCN(CCC1)S(=O)(=O)N